ClC1=NC(=C(C=C1C#N)Cl)NC=1C=C2C=C(C(N(C2=CC1)C)=O)OCC1(COC1)C 2,5-dichloro-6-[[1-methyl-3-[(3-methyloxetan-3-yl)methoxy]-2-oxo-6-quinolinyl]amino]pyridine-3-carbonitrile